2,6-di-tert-butyl-4-methylphenyl-phosphite C(C)(C)(C)C1=C(C(=CC(=C1)C)C(C)(C)C)OP([O-])[O-]